tert-butyl (3-(4-amino-1-propyl-1H-indol-2-yl)prop-2-yn-1-yl)(2-fluoro-6-methoxy-4-(methylsulfonyl)phenyl)carbamate NC1=C2C=C(N(C2=CC=C1)CCC)C#CCN(C(OC(C)(C)C)=O)C1=C(C=C(C=C1OC)S(=O)(=O)C)F